BrC=1C2=C(C(N(C1)C1=CC(=CC=C1)[C@H](C1=NN=CN1C)C1CCC1)=O)NC(=C2)CNC(C)C 4-bromo-6-{3-[(R)-cyclobutyl(4-methyl-4H-1,2,4-triazol-3-yl)methyl]phenyl}-2-{[(propan-2-yl)amino]methyl}-1,6-dihydro-7H-pyrrolo[2,3-c]pyridin-7-one